2-(4-fluorophenoxy)-1-(2-(3-(2-methoxyethyl)-3,8-diazabicyclo[3.2.1]oct-8-yl)-7,8-dihydro-1,6-naphthyridin-6(5H)-yl)ethan-1-one FC1=CC=C(OCC(=O)N2CC=3C=CC(=NC3CC2)N2C3CN(CC2CC3)CCOC)C=C1